CC1=CC(=NC(=N1)C(F)(F)F)N1CC2(C1)CNCC2 2-[6-methyl-2-(trifluoromethyl)pyrimidin-4-yl]-2,6-diazaspiro[3.4]octane